tert-butyl 6,6-dimethyl-3-((1-(4-nitrobenzoyl)piperidin-3-yl)amino)-4,6-dihydropyrrolo[3,4-c]pyrazole-5(1H)-carboxylate TFA salt OC(=O)C(F)(F)F.CC1(N(CC2=C1NN=C2NC2CN(CCC2)C(C2=CC=C(C=C2)[N+](=O)[O-])=O)C(=O)OC(C)(C)C)C